(R)-3-hydroxy-4-(4-((1-(methylsulfonyl)piperidin-3-yl)amino)-5,6,7,8-tetrahydrophthalazin-1-yl)benzonitrile OC=1C=C(C#N)C=CC1C1=NN=C(C=2CCCCC12)N[C@H]1CN(CCC1)S(=O)(=O)C